FC=1C=C(CC2=NC3=C(N2C2CCN(CC2)S(=O)(=O)CC)C=CC(=C3)C=3C(=NOC3C)C)C=CC1F 4-(2-(3,4-difluorobenzyl)-1-(1-(ethylsulfonyl)piperidin-4-yl)-1H-benzo[d]imidazol-5-yl)-3,5-dimethylisoxazole